C1(=CC=CC=C1)C(=O)N benzeneamid